C(C)N1CCN(CC1)C1=CC(=C(C=C1C=1C=NN(C1)C(C)C)NC=1N=C(C2=C(N1)NC=C2)NC=2C(=C1N=CC=NC1=CC2)P(C)(C)=O)OC (6-((2-((4-(4-ethylpiperazin-1-yl)-5-(1-isopropyl-1H-pyrazol-4-yl)-2-methoxyphenyl)amino)-7H-pyrrolo[2,3-d]pyrimidin-4-yl)amino)quinoxalin-5-yl)dimethylphosphine oxide